C(C)(=O)NC1=CC=C2C(=NC(=NN21)C2=CNC1=NC=C(C=C12)F)N[C@@H]1[C@H](C2CCC1CC2)C(=O)O (1R,2S,3S,4R)-3-((7-acetamido-2-(5-fluoro-1H-pyrrolo[2,3-b]pyridin-3-yl)pyrrolo[2,1-f][1,2,4]triazin-4-yl)amino)bicyclo[2.2.2]octane-2-carboxylic acid